O1CCN(CC1)CCOCC1=CC=C(C=C1)NC(=O)NC1=CC=C(C=C1)B1OC(C(O1)(C)C)(C)C 1-(4-((2-morpholinoethoxy)methyl)phenyl)-3-(4-(4,4,5,5-tetramethyl-1,3,2-dioxaborolan-2-yl)phenyl)urea